FC(C1=CC=C(C=C1)S(=O)(=O)N1N=C(C=C1)C(=O)NCC1=NC=C(N=C1)C)F 1-[4-(difluoromethyl)phenyl]sulfonyl-N-[(5-methylpyrazin-2-yl)methyl]pyrazole-3-carboxamide